CC1=CC(=NN(C1=O)C=1C(=NC=C(C1)C=1N(N=NC1)C)F)C(=O)O 5-Methyl-1-[5-(3-methyltriazol-4-yl)-2-fluoro-3-pyridyl]-6-oxo-pyridazine-3-carboxylic acid